CC(C[C@H]1[C@@H](C[C@H]2N(CCC3=CC(=C(C=C23)OC)OCC(=O)N(CC(F)(F)F)C)C1)O)(C)C 2-{[(2R,3R,11bR)-3-(2,2-dimethylpropyl)-2-hydroxy-10-methoxy-1H,2H,3H,4H,6H,7H,11bH-pyrido[2,1-a]isoquinolin-9-yl]oxy}-N-methyl-N-(2,2,2-trifluoroethyl)acetamide